(2R)-1,2,5-trimethyl-4-[2-methyl-4-(1-methyl-1H-pyrazol-4-yl)benzenesulfonyl]-1,2,3,4-tetrahydroquinoxaline CN1[C@@H](CN(C2=C(C=CC=C12)C)S(=O)(=O)C1=C(C=C(C=C1)C=1C=NN(C1)C)C)C